methyl-pyrrolidin-2-one CN1C(CCC1)=O